1-(3-{4-chloro-3-ethyl-1H-pyrrolo[2,3-b]pyridin-3-yl}phenyl)-3-(2,2-dimethoxyethyl)-1,3-diazinan-2-one ClC1=C2C(=NC=C1)NCC2(CC)C=2C=C(C=CC2)N2C(N(CCC2)CC(OC)OC)=O